C(C)OC=1C=NN(C1)C(=O)OCCCC butyl 4-ethoxy-1H-pyrazole-1-carboxylate